(R)-N-ethyl-6-(3-isopropyl-1H-pyrrolo[2,3-b]pyridin-5-yl)-8-(morpholin-3-yl)-3,4-dihydroisoquinoline-2(1H)-carboxamide C(C)NC(=O)N1CC2=C(C=C(C=C2CC1)C=1C=C2C(=NC1)NC=C2C(C)C)[C@H]2NCCOC2